BrC1=CC=C(C=C1)SC(F)F 1-bromo-4-[(difluoromethyl)sulfanyl]benzene